6-(3-{7-azabicyclo[2.2.1]heptan-7-yl}propoxy)-7-methoxy-N-methyl-1H,2H,3H-cyclopenta[b]quinolin-9-amine C12CCC(CC1)N2CCCOC=2C(=CC=1C(=C3C(=NC1C2)CCC3)NC)OC